(4-(tetrahydro-2H-pyran-2-yl)phenyl)boronic acid O1C(CCCC1)C1=CC=C(C=C1)B(O)O